ClC=1SC(=C(N1)CCC(=O)NCCC)Cl 3-(2,5-dichloro-1,3-thiazol-4-yl)-N-propylpropionamide